(E)-4-(dimethylamino)-1-(4-((4-((2-fluoro-4-((1-(5-fluoro-6-methylpyridin-3-yl)-1H-pyrazol-3-yl)oxy)phenyl)amino)-7-methoxyquinazolin-6-yl)amino)piperidin-1-yl)but-2-en-1-one CN(C/C=C/C(=O)N1CCC(CC1)NC=1C=C2C(=NC=NC2=CC1OC)NC1=C(C=C(C=C1)OC1=NN(C=C1)C=1C=NC(=C(C1)F)C)F)C